4-(1H-benzo[d]imidazol-5-yl)-N-(1-(pyrimidin-2-yl)-1H-pyrazol-4-yl)pyrimidin-2-amine N1C=NC2=C1C=CC(=C2)C2=NC(=NC=C2)NC=2C=NN(C2)C2=NC=CC=N2